N[C@@H](CC(=O)OC)C1=CC=C(C=C1)Br methyl (S)-3-amino-3-(4-bromophenyl)propanoate